OCC1=CC(=C(C(=C1)OC)C(C=CC1=CC(=CC=C1)C(F)(F)F)=O)OC 1-[4-(Hydroxymethyl)-2,6-dimethoxyphenyl]-3-[3-(trifluoromethyl)phenyl]prop-2-en-1-one